N-(tert-butyl)-P-(4-(5-(chlorodifluoromethyl)-1,2,4-oxadiazol-3-yl)benzyl)-P-methylphosphinic amide C(C)(C)(C)NP(=O)(C)CC1=CC=C(C=C1)C1=NOC(=N1)C(F)(F)Cl